Ethyl-[(methacryloyloxy)ethyl]dimethylammonium ethyl-sulfate C(C)OS(=O)(=O)[O-].C(C)[N+](C)(C)CCOC(C(=C)C)=O